4-methyl-3,5-octanediol CC(C(CC)O)C(CCC)O